((1R,4R)-4-(1-((S)-2,6-dioxopiperidin-3-yl)-4,6-difluoroindol-5-yl)cyclohexyl)(methyl)carbamic acid tert-butyl ester C(C)(C)(C)OC(N(C)C1CCC(CC1)C=1C(=C2C=CN(C2=CC1F)[C@@H]1C(NC(CC1)=O)=O)F)=O